C1(CCCCC1)CN1C(=NOC1=O)CC=1C(=NN(C1C)C)C 4-(cyclohexylmethyl)-3-[(trimethyl-1H-pyrazol-4-yl)methyl]-4,5-dihydro-1,2,4-oxadiazol-5-one